1-(5-(5-chloro-2-methoxypyridin-4-yl)-1H-pyrazole-3-carbonyl)-N-(2,3,6-trifluorobenzyl)piperidine-4-carboxamide ClC=1C(=CC(=NC1)OC)C1=CC(=NN1)C(=O)N1CCC(CC1)C(=O)NCC1=C(C(=CC=C1F)F)F